The molecule is an oligosaccharide phosphate consisting of a linear chain of beta-D-mannose, N-acetyl-beta-D-glucosamine and N-acetyl-D-glucosamine residues all linked (1->4), to the mannose residue of which are also linked (1->3) and (1->6) respectively a 6-O-phosphono-alpha-D-mannosyl-(1->2)-alpha-D-mannosyl disaccharide unit and an alpha-D-mannosyl-(1->3)-[6-O-phosphono-alpha-D-mannosyl-(1->2)-alpha-D-mannosyl-(1->6)]-alpha-D-mannosyl branched tetrasaccharide unit. It is an oligosaccharide phosphate, a glucosamine oligosaccharide and an amino nonasaccharide. CC(=O)N[C@@H]1[C@H]([C@@H]([C@H](O[C@H]1O[C@@H]2[C@H](OC([C@@H]([C@H]2O)NC(=O)C)O)CO)CO)O[C@H]3[C@H]([C@H]([C@@H]([C@H](O3)CO[C@@H]4[C@H]([C@H]([C@@H]([C@H](O4)CO[C@@H]5[C@H]([C@H]([C@@H]([C@H](O5)CO)O)O)O[C@@H]6[C@H]([C@H]([C@@H]([C@H](O6)COP(=O)(O)O)O)O)O)O)O[C@@H]7[C@H]([C@H]([C@@H]([C@H](O7)CO)O)O)O)O)O)O[C@@H]8[C@H]([C@H]([C@@H]([C@H](O8)CO)O)O)O[C@@H]9[C@H]([C@H]([C@@H]([C@H](O9)COP(=O)(O)O)O)O)O)O)O